2-amino-2-methyl-propanesulfonic acid NC(CS(=O)(=O)O)(C)C